C1(CC1)CN1C[C@@H](CC1)OC1=C(C(=CC=C1)F)NC(=O)N1CCC(CC1)(C)C1=NOC(=N1)[C@H]1[C@H](C1)F N-(2-{[(3R)-1-(cyclopropylmethyl)pyrrolidin-3-yl]oxy}-6-fluorophenyl)-4-{5-[(1S,2S)-2-fluorocyclopropyl]-1,2,4-oxadiazol-3-yl}-4-methylpiperidine-1-carboxamide